BrC1=CC(=C(CC2=NC3=C(N2CC2(CC2)CC#N)C=C(C=C3)C(=O)OC)C(=C1)F)F methyl 2-(4-bromo-2,6-difluorobenzyl)-1-((1-(cyanomethyl) cyclopropyl) methyl)-1H-benzo[d]imidazole-6-carboxylate